2-(6-Methoxypyrimidin-4-yl)-1-methyl-N-(tetrahydro-2H-pyran-4-yl)-1H-pyrrolo[3,2-c]pyridin-6-amine COC1=CC(=NC=N1)C1=CC=2C=NC(=CC2N1C)NC1CCOCC1